FC1(CC(C1)C1=CC=C(C(=O)Cl)C=C1)F 4-(3,3-difluorocyclobutyl)benzoyl chloride